CC=1N(C(=CC1)C)C=1SC2=C(C=NC(=C2)C(=O)NN(C(=O)C)C(=O)C)N1 N'-(2-(2,5-dimethyl-1H-pyrrol-1-yl)thiazolo[4,5-c]pyridin-6-carbonyl)-N,N-dimethylformylhydrazine